1-(tert-Butyl) 2-ethyl 4-bromo-3-(4,6-dimethylpyridin-2-yl)-1H-pyrrole-1,2-dicarboxylate BrC=1C(=C(N(C1)C(=O)OC(C)(C)C)C(=O)OCC)C1=NC(=CC(=C1)C)C